COC1=CC=C(C=C1)COC(=O)NC(CCCCCCCNCCC(C)(C)NC(OC(C)(C)C)=O)(C)C tertbutyl N-(4-{[8-({[(4-methoxyphenyl)methoxy]carbonyl}amino)-8-methylnonyl]amino}-2-methylbutan-2-yl)carbamate